C(C)OP(=O)(OCC)[O-].C(CCC)[P+](CC)(CCCC)CCCC tributyl-(ethyl)phosphonium diethylphosphate